CC=1C(=C2C=NN(C2=CC1C)C1OCCCC1)C1=C(C=2N=C(N=C(C2C=N1)N1CC2CC(C(C1)C2)O)OCC21CCCN1CCC2)F 3-(7-(5,6-dimethyl-1-(tetrahydro-2H-pyran-2-yl)-1H-indazol-4-yl)-8-fluoro-2-((hexahydro-1H-pyrrolizin-7a-yl)methoxy)pyrido[4,3-d]pyrimidin-4-yl)-3-azabicyclo[3.2.1]octan-6-ol